N1=C(C=CC=C1)C(C)OC=1C=C2C=CC=NC2=CC1 6-(1-(pyridin-2-yl)ethoxy)quinoline